gold-copper-lead sulfide [Pb]=S.[Cu].[Au]